1,3,4,5-tetrahydroxycyclohexanecarboxylic acid OC1(CC(C(C(C1)O)O)O)C(=O)O